5-(4-fluorophenyl)-5-(2-(pyridin-4-yl)ethyl)furan-2(5H)-one FC1=CC=C(C=C1)C1(C=CC(O1)=O)CCC1=CC=NC=C1